P(=O)(OC(C)(C)OC1=C(C(=CC(=C1)CCCCC)O)C1C(CCC(=C1)C)C(=C)C)(O)[O-].[NH4+] ammonium 2-((6-hydroxy-5'-methyl-4-pentyl-2'-(prop-1-en-2-yl)-1',2',3',4'-tetrahydro-[1,1'-biphenyl]-2-yl)oxy)propan-2-yl hydrogen phosphate